4-[2-(difluoromethoxy)phenyl]-2-[5-(trifluoromethoxy)pyridin-2-yl]-2,3-dihydro-1H-pyrrolo[3,4-c]pyridin-1-one FC(OC1=C(C=CC=C1)C1=NC=CC2=C1CN(C2=O)C2=NC=C(C=C2)OC(F)(F)F)F